7-fluoro-2-methyl-5-(4,4,5,5-tetramethyl-1,3,2-dioxaborolan-2-yl)-2H-indazole FC1=CC(=CC2=CN(N=C12)C)B1OC(C(O1)(C)C)(C)C